FC1(CN(C1)C1CCC(CC1)N1N=CC=2N=C(N=C(C21)C(=O)N)N2C=NC=C2)C ((1s,4s)-4-(3-fluoro-3-methylazetidin-1-yl)cyclohexyl)-5-(1H-imidazol-1-yl)-1H-pyrazolo[4,3-d]pyrimidine-7-carboxamide